The molecule is a triterpenoid saponin thatr is the beta-D-glucopyranosyl ester of 3,23-O-hydroxyethylidene-3beta,23-dihydroxyurs-12,19(20)-dien-28-oic acid. Isolated from Ilex oblonga, it exhibits activity against TMV. It has a role as an antiviral agent and a plant metabolite. It is a triterpenoid saponin, a carboxylic ester, a beta-D-glucoside, a monosaccharide derivative, a hexacyclic triterpenoid and an oxacycle. CC1=C([C@H]2C3=CC[C@@H]4[C@]5(CC[C@H]6[C@]([C@@H]5CC[C@]4([C@@]3(CC[C@]2(CC1)C(=O)O[C@H]7[C@@H]([C@H]([C@@H]([C@H](O7)CO)O)O)O)C)C)(CO[C@H](O6)CO)C)C)C